Cl.F[C@H]1C[C@@H](NC1)C1=C(C=CC(=C1)F)OC (2R,4S)-4-fluoro-2-(5-fluoro-2-methoxyphenyl)pyrrolidine hydrochloride